acrylamidopropylphosphonic acid C(C=C)(=O)NCCCP(O)(O)=O